C1(=CC=CC=C1)CCNC(C1=CC(=CC=C1)NC1=NC=C(C=N1)C1=CC=CC=C1)=O N-(2-phenylethyl)-3-[(5-phenylpyrimidin-2-yl)amino]benzamide